ClC=1C=C(C=CC1)C(C(C1=CC=CC=C1)C1=CC(=C(C(=C1)C(C)(C)C)O)C(C)(C)C)=O 1-(3-chlorophenyl)-2-(3,5-di-tert-butyl-4-hydroxyphenyl)-2-phenylethan-1-one